NC=1NN=C2C1CN(CC2)C(=O)OC(C)(C)C tert-Butyl 3-amino-2,4,6,7-tetrahydro-5H-pyrazolo[4,3-c]pyridine-5-carboxylate